COC([C@@H](NC([C@H](NC(=O)OC1=CC=CC=C1)CO)=O)C)=O ((Phenyloxy)carbonyl)-D-seryl-L-alanine methyl ester